CC1([C@@H](N[C@H](S1)[C@@H](C(=O)NCC2=CC=CC=C2)N)C(=O)O)C The molecule is amide formed between 6-aminopenicillanic acid and benzylamine. It is a monocarboxylic acid amide and a thiazolidinemonocarboxylic acid. It contains a 6-aminopenicilloyl group.